CN(NC([2H])([2H])C1=NC=C(C=C1)C(F)(F)F)C(=O)C1CC1 N-methyl-N'-((5-(trifluoromethyl)pyridin-2-yl)methyl-d2)cyclopropanecarbohydrazide